(2S)-(3-acetyl-2-oxo-2H-chromen-6-ylthio)-N-{[4-(3,4-dichlorobenzyl)morpholin-2-yl]methyl}acetamide C(C)(=O)C=1C(OC2=CC=C(C=C2C1)SCC(=O)NC[C@H]1CN(CCO1)CC1=CC(=C(C=C1)Cl)Cl)=O